C(C1=CC=CC=C1)OC1=CC(=NC=2C=CN=C(C12)O)C=1C(=NC=C(C1C)C(F)(F)F)OC1=C(C(=C(C=C1)F)F)C 4-benzyloxy-2-[2-(3,4-difluoro-2-methyl-phenoxy)-4-methyl-5-(trifluoromethyl)-3-pyridyl]-1,6-naphthyridin-5-ol